C(#N)C1=C(N=C(S1)N(C1=C(N=C2N1C=C(C=C2)C=2C=CC(=NC2)N2CCC(CC2)NC2CN(C2)C(=O)OC(C)(C)C)CC)C)C2=CC=C(C=C2)F tert-butyl 3-((1-(5-(3-((5-cyano-4-(4-fluorophenyl)thiazol-2-yl)(methyl)amino)-2-ethylimidazo[1,2-a]pyridin-6-yl)pyridin-2-yl)piperidin-4-yl)amino)azetidine-1-carboxylate